Bisthienylethene S1C(=CC=C1)C=CC=1SC=CC1